ClC(C(=O)C1=CC(=C(C=C1)Cl)F)NC(C1=CC(=CC=C1)C)=O N-(1-Chloro-2-(4-chloro-3-fluorophenyl)-2-oxoethyl)-3-methylbenzamide